9,9'-(3,6-di(9H-carbazol-9-yl)-[4,4'-bipyridine]-2,5-diyl)bis(3,6-diphenyl-9H-carbazole) C1=CC=CC=2C3=CC=CC=C3N(C12)C=1C(=NC(=C(C1C1=CC=NC=C1)N1C2=CC=C(C=C2C=2C=C(C=CC12)C1=CC=CC=C1)C1=CC=CC=C1)N1C2=CC=CC=C2C=2C=CC=CC12)N1C2=CC=C(C=C2C=2C=C(C=CC12)C1=CC=CC=C1)C1=CC=CC=C1